Ethyl 2-(1-bromoethyl)-1-ethyl-5-methoxy-6-oxo-1,6-dihydropyrimidine-4-carboxylate BrC(C)C=1N(C(C(=C(N1)C(=O)OCC)OC)=O)CC